COC(=O)C1=NC(=CN=C1N1CCC2(CC1)C(C1=CC=CC=C1C2)=N[S@](=O)C(C)(C)C)C2=C(C(=CC=C2)Cl)Cl 3-((S)-1-(((R)-tert-butylsulfinyl)imino)-1,3-dihydrospiro[indene-2,4'-piperidin]-1'-yl)-6-(2,3-dichlorophenyl)pyrazine-2-carboxylic acid methyl ester